1-chloro-3-methyl-2-(trifluoromethyl)benzene (1S,3R)-3-(3-(2-(3-methylisoxazol-5-yl)acetamido)-1H-1,2,4-triazol-1-yl)cyclopentyl-(1-methylcyclopropyl)carbamate CC1=NOC(=C1)CC(=O)NC1=NN(C=N1)[C@H]1C[C@H](CC1)N(C(O)=O)C1(CC1)C.ClC1=C(C(=CC=C1)C)C(F)(F)F